gamma-aminopropylmethyldiethoxy-silane NCCC[Si](OCC)(OCC)C